CC1=CC(=NN1C1=CC=C(N)C=C1)C(F)(F)F 4-(5-methyl-3-(trifluoromethyl)-1H-pyrazol-1-yl)aniline